COC(C1=CC=C(C=C1)[C@H]1NCCC(C1)C=1C=NN(C1)CCF)=O (S)-4-(4-(1-(2-fluoroethyl)-1H-pyrazol-4-yl)piperidine-2-yl)benzoic acid methyl ester